O1OCOOCCCC1 1,2,4,5-tetraoxacyclononane